C[C@H]1[C@@H](CCCC1)C trans-1,2-dimethyl-cyclohexane